C1(CC1)CN1N=C(C(=C1)I)C(C(C)C)=O 1-[1-(cyclopropylmethyl)-4-iodo-pyrazol-3-yl]-2-methyl-propan-1-one